SC(CO)CS 2,3-dimercaptopropanol